(S)-tert-butyl 2-methyl-4-oxopyrrolidine-1-carboxylate C[C@@H]1N(CC(C1)=O)C(=O)OC(C)(C)C